tert-butyl 5-(aminomethyl)-7,8-dihydro-1,6-naphthyridine-6(5H)-carboxylate NCC1C=2C=CC=NC2CCN1C(=O)OC(C)(C)C